((5-(1-(2,6-dichlorophenyl)azetidin-3-yl)-3,4-dimethylpyridin-2-yl)methyl)piperidine-4-carboxylic acid ClC1=C(C(=CC=C1)Cl)N1CC(C1)C=1C(=C(C(=NC1)CN1CCC(CC1)C(=O)O)C)C